tert-butyl (tert-butoxycarbonyl)(7-(6-(3-fluoro-1-(1-(4-fluorophenyl)ethyl)-1H-pyrazol-4-yl)pyrazin-2-yl)-[1,2,4]triazolo[1,5-a]pyridin-2-yl)carbamate C(C)(C)(C)OC(=O)N(C(OC(C)(C)C)=O)C1=NN2C(C=C(C=C2)C2=NC(=CN=C2)C=2C(=NN(C2)C(C)C2=CC=C(C=C2)F)F)=N1